N-(((1R,2R)-2-Aminocyclopentyl)-1H-pyrrolo[2,3-b]pyridin-4-yl)-3,4-dihydro-2H-1,4-thiazine-6-carboxamide hydrochloride Cl.N[C@H]1[C@@H](CCC1)N1C=CC=2C1=NC=CC2NC(=O)C2=CNCCS2